C(C1=CC=CC=C1)OC1CC2N(C(C1)C2)C(=O)C2=NC=CC=C2 (trans-3-(benzyloxy)-6-azabicyclo[3.1.1]heptan-6-yl)(pyridin-2-yl)methanone